NC(C(=O)N1CCN(CC1)CC(=O)N(CC#C)C)(C)C 2-(4-(2-amino-2-methylpropanoyl)piperazin-1-yl)-N-methyl-N-(prop-2-yn-1-yl)acetamide